3-O-methylglucose CO[C@H]([C@H](C=O)O)[C@H](O)[C@H](O)CO